ferrous (n-butyl-phosphinate) C(CCC)P([O-])=O.[Fe+2].C(CCC)P([O-])=O